hydroxyl-(oleic acid) OC(C(=O)O)CCCCCC\C=C/CCCCCCCC